3-(1-isopropyl-1H-benzo[d][1,2,3]triazol-5-yl)-5-(5-methoxypyridin-3-yl)-1,2,4-oxadiazole C(C)(C)N1N=NC2=C1C=CC(=C2)C2=NOC(=N2)C=2C=NC=C(C2)OC